9-beta-D-arabinofuranosyl-2-fluoroadenine monophosphate P(=O)(O)(O)O.[C@@H]1([C@@H](O)[C@H](O)[C@H](O1)CO)N1C2=NC(=NC(=C2N=C1)N)F